2-thia-6-azaspiro[3.3]heptane 2,2-dioxide hemioxalate C(C(=O)O)(=O)O.C1S(CC12CNC2)(=O)=O.C2S(CC21CNC1)(=O)=O